4-phenoxy-N,N-bis(2-hydroxypropyl)aniline tert-butyl-(S)-(methyl-d3)(pyrrolidin-3-yl)carbamate C(C)(C)(C)OC(N([C@@H]1CNCC1)C([2H])([2H])[2H])=O.O(C1=CC=CC=C1)C1=CC=C(N(CC(C)O)CC(C)O)C=C1